ClC1=C(C=C(C=C1)N1C(CCCC12CCN(CC2)C2=NC=NC(=C2)N2CC(C(C2)(F)F)(F)F)=O)F 1-(4-chloro-3-fluorophenyl)-9-(6-(3,3,4,4-tetrafluoropyrrolidin-1-yl)pyrimidin-4-yl)-1,9-diazaspiro[5.5]undecan-2-one